CC=1C2=C(NC(C1C1=NN(C(C1)C1=CNC(C=C1)=O)C(CC)=O)=O)SC=C2 4-methyl-5-(5-(6-oxo-1,6-dihydropyridin-3-yl)-1-propionyl-4,5-dihydro-1H-pyrazol-3-yl)thieno[2,3-b]pyridin-6(7H)-one